NC1=NC=CC(=C1Cl)SC=1C=2N(C(=NC1C)N1CCC3(CC1)[C@@H](C1=CC(=CC=C1C3)OC)N)C=C(N2)C (S)-1'-(8-((2-amino-3-chloropyridin-4-yl)thio)-2,7-dimethylimidazo[1,2-c]pyrimidin-5-yl)-6-methoxy-1,3-dihydrospiro[indene-2,4'-piperidine]-1-amine